tert-butyl (E)-3-[4-[4-(benzyloxycarbonylamino)-1-piperidyl]phenyl]prop-2-enoate C(C1=CC=CC=C1)OC(=O)NC1CCN(CC1)C1=CC=C(C=C1)/C=C/C(=O)OC(C)(C)C